CC1=C(C=CC=C1B(O)O)C1=CC=CC=C1 (2-methyl-[1,1'-biphenyl]-3-yl)boronic acid